3-(5-(1,6-naphthyridin-5-yl)-1-oxoisoindolin-2-yl)piperidine-2,6-dione N1=CC=CC2=C(N=CC=C12)C=1C=C2CN(C(C2=CC1)=O)C1C(NC(CC1)=O)=O